CC1=C2C(=NC=C1)C(=C(N2)C2=C(C=NC=C2)OC[C@H]2N(CCC2)C(=O)OC(C)(C)C)C2=CC=CC=C2 tert-butyl (2S)-2-({[4-(7-methyl-3-phenyl-1H-pyrrolo[3,2-b]pyridin-2-yl)pyridin-3-yl]oxy}methyl)pyrrolidine-1-carboxylate